(R)-9-[2-palmitoyloxymethyl-4-(L-valyloxy)butyl]guanine C(CCCCCCCCCCCCCCC)(=O)OC[C@@H](CN1C=2N=C(NC(C2N=C1)=O)N)CCOC([C@@H](N)C(C)C)=O